(R)-4-(3H-[1,2,3]triazolo[4,5-b]pyridin-3-yl)-N-(2-(3-((tert-butyldimethylsilyl)oxy)prop-1-en-1-yl)thieno[3,2-c]pyridin-4-yl)-2-fluoro-N-(piperidin-3-yl)benzamide N1=NN(C2=NC=CC=C21)C2=CC(=C(C(=O)N([C@H]1CNCCC1)C1=NC=CC3=C1C=C(S3)C=CCO[Si](C)(C)C(C)(C)C)C=C2)F